1,3-bis(4-nitrophenoxy)-2-propanol [N+](=O)([O-])C1=CC=C(OCC(COC2=CC=C(C=C2)[N+](=O)[O-])O)C=C1